(S)-5-methyl-2-pyrrolidinone C[C@H]1CCC(N1)=O